N-[6-fluoro-2-[4-(hydroxymethyl)cyclohexyl]indazol-5-yl]pyrazolo[1,5-a]pyrimidine-3-carboxamide FC=1C(=CC2=CN(N=C2C1)C1CCC(CC1)CO)NC(=O)C=1C=NN2C1N=CC=C2